BrC1C2(CC1(C2)C(=O)OCCC)C(=O)O 2-bromo-3-(propoxycarbonyl)bicyclo[1.1.1]pentane-1-carboxylic acid